[Si](C1=CC=CC=C1)(C1=CC=CC=C1)(C(C)(C)C)N1[C@@H](CC1=O)C(=O)OCC1=CC=CC=C1 benzyl (2S)-1-[tert-butyl(diphenyl)silyl]-4-oxoazetidine-2-carboxylate